CC=1C=C(CCl)C=CC1C 3,4-Dimethylbenzyl chloride